NC=1C(N(C=CN1)CC=1C(=CC2=C(NC(O[C@@]2(C(F)(F)F)C#CC2CC2)=O)C1)Cl)=O (S)-7-((3-amino-2-oxopyrazin-1(2H)-yl)methyl)-6-chloro-4-(cyclopropylethynyl)-4-(trifluoromethyl)-1,4-dihydro-2H-benzo[d][1,3]oxazin-2-one